[HeH][S] heliosulfur